S(=O)(=O)(C1=CC=CC=2C(N(C)C)=CC=CC12)N[C@H](C(=O)O)CCC(=O)N[C@@H](CS)C(=O)NCC(=O)O Dansylglutathione